C(C)OC(C1=NC=C(C=C1Cl)C(F)(F)F)=O chloro-5-(trifluoromethyl)picolinic acid ethyl ester